C1(CC1)N([C@@H]1CN(C[C@@H]1F)C(=O)OC(C)(C)C)C |o1:4,8| tert-Butyl (3R*,4S*)-3-(cyclopropyl(methyl)amino)-4-fluoropyrrolidine-1-carboxylate